tert-butyl 1-(2-oxo-3H-1,3-benzoxazol-6-yl)piperidine-4-carboxylate O=C1OC2=C(N1)C=CC(=C2)N2CCC(CC2)C(=O)OC(C)(C)C